FC=1C2=C(S(C1C)(=O)=O)C=CC(=C2)C=2C=1N(C(=NC2)NCC2=C(C=CC3=C2[C@@H]2[C@H](O3)C2)F)C=NN1 3-fluoro-5-(5-((((1aR,6bR)-5-fluoro-1a,6b-dihydro-1H-cyclopropa[b]benzofuran-6-yl)methyl)amino)-[1,2,4]triazolo[4,3-c]pyrimidin-8-yl)-2-methylbenzo[b]thiophene 1,1-dioxide